C(OC(CCO[Si](C)(C)C(C)(C)C)CCCCCCCC)(OCCCN(CC)CC)=O 1-((tert-butyldimethylsilyl)oxy)undecan-3-yl (3-(diethylamino)propyl) carbonate